C1(CCCCC1)CC(=O)OC[C@H]1O[C@@]([C@@H]([C@@H]1O)O)(C#N)C1=CC=C2C(=NC=NN21)NC([C@H](CC2=CC=C(C=C2)F)N)=O ((2R,3S,4R,5R)-5-(4-((S)-2-amino-3-(4-fluorophenyl)propanamido)pyrrolo[2,1-f][1,2,4]triazin-7-yl)-5-cyano-3,4-dihydroxytetrahydrofuran-2-yl)methyl 2-cyclohexylacetate